dimethyldodecylamine oxide (laurylaminoxide) C(CCCCCCCCCCC)N[O-].C[N+](CCCCCCCCCCCC)(C)[O-]